C(C)(C1C(N(CC1)C=C)=O)C1C(N(CC1)C=C)=O 3,3'-ethylidene-bis(N-vinyl-2-pyrrolidone)